C(C1=CC=CC=C1)N1C[C@H](N(C2=C(C1=O)C=NC(=N2)N2CCOCC2)C2=CC(=CC(=C2)C(F)(F)F)C(F)(F)F)C=C (R)-6-benzyl-9-(3,5-Ditrifluoromethylphenyl)-2-morpholinyl-8-vinyl-6,7,8,9-tetrahydro-5H-pyrimido[4,5-e][1,4]Diazepin-5-one